O[C@@H]1CC[C@H](N(C1)C(=O)OC(C)(C)C)C(=O)OCCCCCCCC(=O)OC(CCCCCCCC)CCCCCCCC O1-tert-butyl O2-[8-(1-octylnonoxy)-8-oxo-octyl] (2S,5R)-5-hydroxypiperidine-1,2-dicarboxylate